CC1(C(C2=C(S1)C=CC=C2)C(C2=CC=C(C=C2)C)=O)CC2=COC1=CC=CC=C1C2=O 3-((2-methyl-3-(4-methylbenzoyl)-2,3-dihydrobenzo[b]thiophen-2-yl)methyl)-4H-chromen-4-one